(E)-N-(2-butoxyphenyl)-3-(2-fluoro-4-methoxyphenyl)acrylamide C(CCC)OC1=C(C=CC=C1)NC(\C=C\C1=C(C=C(C=C1)OC)F)=O